ClC1=CC=C2CCN(CC2=C1NS(=O)(=O)C1=NC=CC=C1C)C N-(7-chloro-2-methyl-1,2,3,4-tetrahydroisoquinolin-8-yl)-3-methylpyridine-2-sulfonamide